[Cl-].[Cl-].C1(=CC=CC=C1)P(C1=CC=CC=C1)[C-]1C=CC=C1.[C-]1(C=CC=C1)P(C1=CC=CC=C1)C1=CC=CC=C1.[Fe+2] bis-diphenylphosphinoferrocene dichloride